2,2-Difluoro-3'-(5-fluoro-1-(tetrahydro-2H-pyran-2-yl)-1H-pyrazolo[3,4-b]pyridin-4-yl)-2'-(5-fluoropyridin-2-yl)-4',5'-dihydro-7'H-spiro[cyclopropane-1,6'-pyrazolo[1,5-a]pyridine] FC1(CC12CCC=1N(C2)N=C(C1C1=C2C(=NC=C1F)N(N=C2)C2OCCCC2)C2=NC=C(C=C2)F)F